C(OCCC1=CC=C(C=C1)O)(OCC1=NC(=C(N=C1C)C)C)=O 4-hydroxyphenylethyl ((3,5,6-trimethylpyrazine-2-yl) methyl) carbonate